NCCC=1C=NC(=NC1)C1=C(OC2=C(C=NC(=C2)N2C3CCC2CC3)C#N)C=C(C=C1)C#N 4-[2-[5-(2-aminoethyl)pyrimidin-2-yl]-5-cyanophenoxy]-6-(7-azabicyclo[2.2.1]heptan-7-yl)pyridine-3-carbonitrile